CC1=CC=2C(C3=CC=CC=C3SC2C(=C1)C)=O 2,4-Dimethyl-thioxanthon